FC(C(=O)N1C(CCC1)CC1=CC(=CC=C1)OC)(F)F 2,2,2-trifluoro-1-(2-(3-methoxybenzyl)pyrrolidin-1-yl)ethan-1-one